methyl 2-[[5-[1-(4-fluorophenyl)triazol-4-yl]-3-hydroxy-4-methyl-pyridine-2-carbonyl]amino]acetate FC1=CC=C(C=C1)N1N=NC(=C1)C=1C(=C(C(=NC1)C(=O)NCC(=O)OC)O)C